3-[5-Bromo-1-(toluene-4-sulfonyl)-1H-pyrrolo[2,3-b]pyridin-3-yl]-4-fluoro-phenylamine BrC=1C=C2C(=NC1)N(C=C2C=2C=C(C=CC2F)N)S(=O)(=O)C2=CC=C(C)C=C2